tert-butyl N-[2-chloro-6-(trifluoromethyl)-4-pyridyl]-N-methyl-carbamate ClC1=NC(=CC(=C1)N(C(OC(C)(C)C)=O)C)C(F)(F)F